3-(piperidin-4-yl)-5-(trifluoromethyl)pyridine dihydrochloride Cl.Cl.N1CCC(CC1)C=1C=NC=C(C1)C(F)(F)F